7,8-dihydroxyl-6-methoxycoumarin OC1=C(C=C2C=CC(OC2=C1O)=O)OC